C(C)C(COC(C1=CC=C(C(=O)OCC(CCCC)CC)C=C1)=O)CCCC.BrC1=C(C=C(C(=O)N[C@H](C)C2=CC=CC=C2)C=C1)[N+](=O)[O-] (R)-4-bromo-3-nitro-N-(1-phenylethyl)benzamide Bis(2-Ethylhexyl)Terephthalate